[Na+].C(CCCCCCCCCCCCCCCCCCCCC)(=O)[O-] behenic acid sodium salt